FC1=CC(=C(OC2=C(C(=O)NC=3C=NNC(C3)=O)C=C(C=C2)OC(F)(F)F)C=C1)C 2-(4-Fluoro-2-methylphenoxy)-N-(6-oxo-1,6-dihydropyridazin-4-yl)-5-(trifluoromethoxy)benzamide